N-(3-bromophenyl)-2-hydroxy-5-(prop-2-enoylamino)benzamide BrC=1C=C(C=CC1)NC(C1=C(C=CC(=C1)NC(C=C)=O)O)=O